C(C)(C)(C)OC(N[C@H]1CN(C[C@H]1C)C=1C2=CN(N=C2C=CC1N)C(C)(C)C)=O N-[(3R,4R)-1-(5-amino-2-tert-butyl-indazol-4-yl)-4-methyl-pyrrolidin-3-yl]carbamic acid tert-butyl ester